(Decyl)4-Decyloxymethyl-2,2-dimethyl-1,3-dioxolane C(CCCCCCCCC)C1(OC(OC1)(C)C)COCCCCCCCCCC